C(C)(C)(C)OC(=O)N1CCN(CC1)C1=CC(=CC2=C1N(C(N2C=2SC(=NN2)C(F)F)=O)CC)S(=O)O 7-(4-tert-butoxycarbonylpiperazin-1-yl)-3-[5-(difluoromethyl)-1,3,4-thiadiazol-2-yl]-1-ethyl-2-oxo-benzimidazole-5-sulfinic acid